(S)-1-oxo-3-(2-(4-(p-tolyl)piperazin-1-yl)ethyl)-2-oxa-8-azaspiro[4.5]decane-8-carboxylic acid methyl ester COC(=O)N1CCC2(C[C@H](OC2=O)CCN2CCN(CC2)C2=CC=C(C=C2)C)CC1